1-((4-phenoxybenzoyl)glycyl)-4-phenylpyrrolidine-2-carboxamide O(C1=CC=CC=C1)C1=CC=C(C(=O)NCC(=O)N2C(CC(C2)C2=CC=CC=C2)C(=O)N)C=C1